1-(2,3,5,6-tetrafluorophenyl)indoline FC1=C(C(=C(C=C1F)F)F)N1CCC2=CC=CC=C12